C(CCC)C=1NC=2N(C(C1)=O)N=C(N2)NCC2=C(C=CC(=C2)C2=NN(C=C2)C)Cl 5-butyl-2-[[2-chloro-5-(1-methylpyrazol-3-yl)phenyl]methylamino]-4H-[1,2,4]triazolo[1,5-a]pyrimidin-7-one